methyl 2-(4-phenoxyphenyl)propanedioate O(C1=CC=CC=C1)C1=CC=C(C=C1)C(C(=O)OC)C(=O)[O-]